IC=1C(=CC=NC1)C 5-iodo-4-methylpyridine